1-N-[4-[2-(cyclopropanecarbonylamino)pyridin-4-yl]oxy-2,5-difluorophenyl]-1-N-(4-fluorophenyl)cyclopropane-1,1-dicarboxamide C1(CC1)C(=O)NC1=NC=CC(=C1)OC1=CC(=C(C=C1F)N(C(=O)C1(CC1)C(=O)N)C1=CC=C(C=C1)F)F